N1C=NC=C1C1=C(N=C2N1C=CC(=N2)C(C)O)C2=NC(=NN2)C(F)(F)F 1-[3-(1H-imidazol-5-yl)-2-[3-(trifluoromethyl)-1H-1,2,4-triazol-5-yl]imidazo[1,2-a]pyrimidin-7-yl]ethan-1-ol